C(=O)[C@]1(O)[C@](O)([C@@H](O)[C@](O)([C@H](O1)C(O)C=O)C=O)C=O 1,2,4,6-tetra-formyl-beta-D-glucopyranose